[N+](=O)([O-])C1=C(C=CC(=C1)C(=O)O)C1=CC(=CC(=C1)C(=O)O)C(=O)O 2'-nitro-[1,1'-biphenyl]-3,4',5-tricarboxylic acid